FC(C=1C(=NC(=NC1)NC=1C(=NN(C1)C1CCN(CC1)C)C)NCCCNC(=O)C1CCC1)F N-(3-((5-(difluoromethyl)-2-((3-methyl-1-(1-methylpiperidin-4-yl)-1H-pyrazol-4-yl)amino)pyrimidin-4-yl)amino)propyl)cyclobutanecarboxamide